C(C)(C)(C)OC(=O)NC1(CCC1)COC=1C=CC(=C(C(=O)O)C1)C 5-((1-((tert-Butoxycarbonyl)amino)cyclobutyl)methoxy)-2-methylbenzoic acid